3-amino-1-propanethiol hydrochloride Cl.NCCCS